(2-chlorophenyl)-2-(2,4-difluorophenyl)oxiran ClC1=C(C=CC=C1)C1(OC1)C1=C(C=C(C=C1)F)F